tert-Butyl 6-(4-((5-ethynyl-2-fluoropyridin-3-yl)amino)pyrido[3,2-d]pyrimidin-6-yl)-1,6-diazaspiro[3.3]heptane-1-carboxylate C(#C)C=1C=C(C(=NC1)F)NC=1C2=C(N=CN1)C=CC(=N2)N2CC1(CCN1C(=O)OC(C)(C)C)C2